tert-butyl 6-(2-(2-methoxyethyl)benzo[d]thiazol-5-yl)-3-methyl-3,4-dihydropyridine-1(2H)-carboxylate COCCC=1SC2=C(N1)C=C(C=C2)C2=CCC(CN2C(=O)OC(C)(C)C)C